8-methoxy-2,2-dimethyl-4-(5-methylfuran-3-yl)-7-(3-(pyrrolidin-1-yl)propoxy)-2,3-dihydro-1H-pyrrolo[3,2-c]quinoline COC1=CC=2C3=C(C(=NC2C=C1OCCCN1CCCC1)C1=COC(=C1)C)CC(N3)(C)C